5-methoxypyridine-2-carboxamide COC=1C=CC(=NC1)C(=O)N